C(CCCCCC)N(C(CCC(=O)N(C)CCCCCCC)=O)C N,N'-diheptyl-N,N'-dimethyl-1,4-butanediamide